(2S)-3-(4-carboxyphenyl)-2-aminopropionic acid C(=O)(O)C1=CC=C(C=C1)C[C@@H](C(=O)O)N